CN1N=CC(=C1)C1=CC=2N(C=C1)C(=CN2)C2=CC=CC(=N2)NC2=CC=C(C#N)C=C2 4-((6-(7-(1-methyl-1H-pyrazol-4-yl)imidazo[1,2-a]pyridin-3-yl)pyridin-2-yl)amino)benzonitrile